C(#N)C1=C2C=C(NC2=CC=C1)C(=O)N[C@H](C(=O)N[C@@H](C[C@H]1C(NCCC1)=O)C#N)CC1CC1 4-cyano-N-((S)-1-(((S)-1-cyano-2-((S)-2-oxopiperidin-3-yl)ethyl)amino)-3-cyclopropyl-1-oxopropan-2-yl)-1H-indole-2-carboxamide